ClC=1SC(=C(N1)C(C(=O)O)(F)F)Cl 2-(2,5-dichlorothiazol-4-yl)-2,2-difluoroacetic acid